ClC1=NC=2N(C=C1)N=CC2C(=O)NC2=CC(=CC=C2)C2=NN(C=N2)C 5-chloro-N-(3-(1-methyl-1H-1,2,4-triazol-3-yl)phenyl)pyrazolo[1,5-a]pyrimidine-3-carboxamide